2-[6-bromo-4-(difluoromethyl)-7-methyl-indazol-2-yl]-2-[(6R)-6-fluoro-6,7-dihydro-5H-pyrrolo[1,2-c]Imidazol-1-yl]Ethyl acetate C(C)(=O)OCC(C1=C2N(C=N1)C[C@@H](C2)F)N2N=C1C(=C(C=C(C1=C2)C(F)F)Br)C